ClC=1C(=C2C=NNC2=C(C1F)NC1CCCC1)C=1N=CC=2N(C1)C=C(N2)NC(=O)[C@H]2[C@H](C2)F (1S,2S)-N-(6-(5-chloro-7-(cyclopentylamino)-6-fluoro-1H-indazol-4-yl)imidazo[1,2-a]pyrazin-2-yl)-2-fluorocyclopropane-1-carboxamide